tert-butyl 4-hydroxy-4-((6-methylpyridin-2-yl)methyl)piperidine-1-carboxylate OC1(CCN(CC1)C(=O)OC(C)(C)C)CC1=NC(=CC=C1)C